6-chloro-5'-(3-chloro-5-fluorophenyl)-2'-(6-cyclopropyl-4-methoxypyridin-3-yl)-3'-isopropyl-3'H-spiro[indoline-3,4'-pyrrolo[3,4-d]imidazole]-2,6'(5'H)-dione ClC1=CC=C2C(=C1)NC(C21N(C(C=2N=C(N(C21)C(C)C)C=2C=NC(=CC2OC)C2CC2)=O)C2=CC(=CC(=C2)F)Cl)=O